4H-IMIDAZO[1,5-B]PYRAZOLE N=1N2C(=CC1)CN=C2